Tert-butyl (1-methyl-4-oxo-4,5-dihydro-1H-pyrrolo[3,2-e]pyridin-3-yl)carbamate CN1C=C(C=2C(CC=NC21)=O)NC(OC(C)(C)C)=O